acrylic acid monooxypropyl ester C(CC=O)OC(C=C)=O